C1(=CC=CC=C1)OC(NC1=CC(=C(C=C1)F)C#N)=O (3-Cyano-4-fluorophenyl)carbamic acid phenyl ester